2-(3-((2-oxo-2,3-dihydro-1H-benzo[d]imidazol-1-yl)methyl)phenyl)acetic acid tert-butyl ester C(C)(C)(C)OC(CC1=CC(=CC=C1)CN1C(NC2=C1C=CC=C2)=O)=O